(5S)-8-Chloro-5-methoxy-1-[trans-4-(trifluoromethyl)cyclohexyl]-5,6-dihydro-4H-[1,2,4]triazolo[4,3-a][1]benzazepin ClC=1C=CC2=C(C[C@@H](CC=3N2C(=NN3)[C@@H]3CC[C@H](CC3)C(F)(F)F)OC)C1